COC1=C(C(=CC(=C1)C1=NC2=C(N1)C=CC(=C2)N2CCN(CC2)CCOC)O)O 3-methoxy-5-(5-(4-(2-methoxyethyl)piperazin-1-yl)-1H-benzo[d]imidazol-2-yl)benzene-1,2-diol